N[C@@H](C(=O)O)CCC[C@@H](C(=O)O)N (2R,6s)-2,6-diaminopimelic acid